CN1CCN(CC1)NC1=CC(=CC=C1)C(F)(F)F (4-methyl-piperazin-1-yl)-3-trifluoromethyl-aniline